C(CCC)N1C(CCC1)=O N-butylbutyrolactam